C(C1=CC=CC=C1)OC(NC1CCC=2C=C3C(=NC2C1)C(=C(N3)C3=CC(=NC(=C3)C)C)Br)=O (3-bromo-2-(2,6-dimethylpyridin-4-yl)-5,6,7,8-tetrahydro-1H-pyrrolo[3,2-b]quinolin-6-yl)carbamic acid benzyl ester